phenyl-N-phenylpyrazine-2-carboxamide C1(=CC=CC=C1)C=1C(=NC=CN1)C(=O)NC1=CC=CC=C1